2-(3,5-dichloro-1H-indazol-4-yl)ethanone ClC1=NNC2=CC=C(C(=C12)CC=O)Cl